O1COCCCCC1 1,3-dioxacyclooctane